C1(=CC=CC=C1)C1(C(=O)OCCCC1)C1=CC=CC=C1 diphenyl-caprolactone